4-(N-methyl-N-(3-D-tyrosylamino-4-methoxyphenyl)-amino)coumarin CN(C1=CC(=C(C=C1)OC)NC([C@H](N)CC1=CC=C(C=C1)O)=O)C1=CC(OC2=CC=CC=C12)=O